C(C)(=O)O[C@H]([C@@H](CNC(C1=CC(=C(C(=C1)C)OC(C)=O)C)=O)OC(C)=O)[C@@H]1O[C@](C[C@@H]([C@H]1NC(C)=O)OC(C)=O)(C(=O)OC)CC=C (1R,2R)-1-((2R,3R,4S,6R)-3-acetamido-4-acetoxy-6-allyl-6-(methoxycarbonyl)tetrahydro-2H-pyran-2-yl)-3-(4-acetoxy-3,5-dimethylbenzamido)propane-1,2-diyl diacetate